CN1N=C(N=C1C)C=1C=C(C=CC1F)S(=O)(=O)N(C)CC1=CC=C(C=C1)OC 3-(1,5-dimethyl-1H-1,2,4-triazol-3-yl)-4-fluoro-N-(4-methoxybenzyl)-N-methylbenzenesulfonamide